C1=CC=C2C=CC3=CC=4NC=5C=CC=CC5C4C4=C3C2=C1C=C4 7H-phenaleno[1,9-bc]carbazole